FC(C(C(F)(F)C(C(F)F)(F)F)(F)F)CC(F)(F)F octafluoropentyl-1,1,2,2-tetrafluoroethane